bromo-4-ethoxy-5-nitropyridine BrC1=NC=C(C(=C1)OCC)[N+](=O)[O-]